P(=O)(OC(C)(C)C)(OC(C)(C)C)OCN1C(C=C(C=C1)NC(C1=C(C=C(C=C1)C(F)(F)F)OC1=C(C=C(C=C1)F)C)=O)=O di-tert-butyl [4-[[2-(4-fluoro-2-methyl-phenoxy)-4-(trifluoromethyl)benzoyl]amino]-2-oxo-1-pyridyl]methyl phosphate